ClC1=CC(=C(C=C1)C1=NC(=NC2=NC(=CN=C12)C)[C@@H]1C[C@@H](O[C@@H](C1)C)C=1C=NN(C1)C1CC1)F 4-(4-chloro-2-fluorophenyl)-2-((2R,4S,6R)-2-(1-cyclopropyl-1H-pyrazol-4-yl)-6-methyltetrahydro-2H-pyran-4-yl)-7-methylpteridine